5,7-di-tert-butylbenzo[d]oxazole C(C)(C)(C)C=1C=C(C2=C(N=CO2)C1)C(C)(C)C